indol-2-ol N1C(=CC2=CC=CC=C12)O